3-hydroxyphenylphosphoryl-propionic acid sodium salt [Na+].OC=1C=C(C=CC1)P(=O)=C(C(=O)[O-])C